5-bromo-1-(2-(2-methoxyethoxy)ethyl)-1H-indole BrC=1C=C2C=CN(C2=CC1)CCOCCOC